(1R,3R,4R)-2-((R)-2-chloro-9-hydroxy-9H-fluorene-9-carbonyl)-N-((R)-1-cyano-2-((R)-2-oxopiperidin-3-yl)ethyl)-5,5-difluoro-2-azabicyclo[2.2.2]octane-3-carboxamide ClC1=CC=2[C@](C3=CC=CC=C3C2C=C1)(C(=O)N1[C@H]2CC([C@@H]([C@@H]1C(=O)N[C@H](C[C@@H]1C(NCCC1)=O)C#N)CC2)(F)F)O